(E)-1-[4-[(E)-2-(4-Hydroxy-3,5-dimethoxy-phenyl)vinyl]phenyl]-3-(4-methoxyphenyl)prop-2-en-1-one OC1=C(C=C(C=C1OC)/C=C/C1=CC=C(C=C1)C(\C=C\C1=CC=C(C=C1)OC)=O)OC